(S)-6-chloro-4-(cyclopropylethynyl)-7-((4-(difluoromethyl)-6-oxopyrimidin-1(6H)-yl)methyl)-4-(trifluoromethyl)-3,4-dihydroquinazolin-2(1H)-one ClC=1C=C2[C@](NC(NC2=CC1CN1C=NC(=CC1=O)C(F)F)=O)(C(F)(F)F)C#CC1CC1